bicyclo[2.2.2]oct-5-en-2-ylmethyl bicyclo[2.2.2]oct-5-en-2-carboxylate C12C(CC(C=C1)CC2)C(=O)OCC2C1C=CC(C2)CC1